BrC1=C(C(=CC(=C1)C)Br)C1OCCO1 2-(2,6-dibromo-4-methylphenyl)-1,3-dioxolane